(R)-1-chloro-3-(2-chloro-4-(2-(4-((R)-2-hydroxy-3-morpholinopropoxy)phenyl)propan-2-yl)phenoxy)propan-2-ol ClC[C@@H](COC1=C(C=C(C=C1)C(C)(C)C1=CC=C(C=C1)OC[C@@H](CN1CCOCC1)O)Cl)O